CC1(CNCCC1CNC1=NC=NC(=C1C1=CC=C(C=C1)OC1=CC=CC=C1)N)C N4-((3,3-dimethylpiperidin-4-yl)methyl)-5-(4-phenoxyphenyl)pyrimidine-4,6-diamine